tert-butyl (S)-5-amino-4-(4-fluoro-1'-(3-(1-methyl-1H-pyrazol-4-yl)benzyl)-6-oxo-6,8-dihydro-2H,7H-spiro[furo[2,3-e]isoindole-3,4'-piperidin]-7-yl)-5-oxopentanoate NC([C@H](CCC(=O)OC(C)(C)C)N1C(C2=CC(=C3C(=C2C1)OCC31CCN(CC1)CC1=CC(=CC=C1)C=1C=NN(C1)C)F)=O)=O